di(5-ethyl-5-hexenyl) ether C(C)C(CCCCOCCCCC(=C)CC)=C